C1(CCCC1)C(=O)N1N=C(C2=C(C=CC=C12)C=1C=C2C=CC=C(C2=CC1)C(=O)NC1=CC=C(C=C1)F)NCC 6-(1-(cyclopentanecarbonyl)-3-(ethylamino)-1H-indazol-4-yl)-N-(4-fluorophenyl)-1-naphthalenamide